C1(=CC=CC2=CC=CC=C12)N(C(C)=O)CC1=C(C=CC=C1)C#CC=1C=CC(=NC1)C(=O)O 5-[2-(2-{[N-(naphthalen-1-yl)acetamido]-methyl}phenyl)ethynyl]pyridine-2-carboxylic acid